2-acetoxybenzoic acid chloride C(C)(=O)OC1=C(C(=O)Cl)C=CC=C1